bis(tertiary-butyl)aminosilane tert-butyl-(S)-2-methyl-4-(6-(2-methyl-7-((tetrahydro-2H-pyran-4-yl)oxy)imidazo[1,2-a]pyridine-6-carboxamido)pyridazin-3-yl)piperazine-1-carboxylate C(C)(C)(C)OC(=O)N1[C@H](CN(CC1)C=1N=NC(=CC1)NC(=O)C=1C(=CC=2N(C1)C=C(N2)C)OC2CCOCC2)C.C(C)(C)(C)N(C(C)(C)C)[SiH3]